ethyl (E)-3-[4-(tert-butoxycarbonylamino)-3-thienyl]-2-(cyanomethyl)prop-2-enoate C(C)(C)(C)OC(=O)NC=1C(=CSC1)/C=C(/C(=O)OCC)\CC#N